CC1=NC=C(C(=C1)C1=CC=2N(C=C1)N=C(C2)NC2=NC=CC=C2)OC[C@H]2CNCCO2 5-[2-methyl-5-[[(2R)-morpholin-2-yl]methoxy]-4-pyridyl]-N-(2-pyridyl)pyrazolo[1,5-a]pyridin-2-amine